C1(CC1)CC1(NC(=CC2=C1N=C(N=C2)NCCN2CCN(CC2)C)C2=C(C(=CC(=C2F)OC)OC)F)N 8-(cyclopropylmethyl)-6-(2,6-difluoro-3,5-dimethoxyphenyl)-N2-(2-(4-methylpiperazin-1-yl)ethyl)pyrido[3,4-d]Pyrimidine-2,8-diamine